CS(=O)(=O)N1CCN(CCC1)C=1N=CC2=C(N1)NC=C2 (4-(methylsulfonyl)-1,4-diazacycloheptan-1-yl)-7H-pyrrolo[2,3-d]pyrimidine